phenyl-1,4,5,6,7,8-hexahydro-3-quinolinecarboxamide C1(=CC=CC=C1)N1C=C(CC=2CCCCC12)C(=O)N